6-(5-chloro-2-fluorophenyl)-3-((2-(trimethylsilyl)ethyl)thio)pyridazin-4-amine ClC=1C=CC(=C(C1)C1=CC(=C(N=N1)SCC[Si](C)(C)C)N)F